1-(5-((2,4-dimethoxybenzyl)amino)-9-fluoro-8-methoxy-[1,2,4]triazolo[1,5-c]quinazolin-2-yl)propan-2-ol COC1=C(CNC2=NC=3C=C(C(=CC3C=3N2N=C(N3)CC(C)O)F)OC)C=CC(=C1)OC